BrC1=CC=C2[C@@H](CC=3C(=NOC3C2=C1)C(=O)OCC)CC |r| rac-ethyl 8-bromo-5-ethyl-4,5-dihydronaphtho[2,1-d]isoxazole-3-carboxylate